COC(C\C=C/CCCCCCCCCC)=O (Z)-3-tetradecenoic acid methyl ester